(4S,5S,6S)-1,4,5-trimethyl-6-vinyloxy-cyclohexene CC1=CC[C@@H]([C@@H]([C@@H]1OC=C)C)C